(S)-2-methylpropane-2-Sulfenamide CC(C)(C)SN